(Z)-4-(2-cyclohexylethyl)-5-((triisopropylsilyl)methylene)furan-2(5H)-one C1(CCCCC1)CCC/1=CC(O\C1=C/[Si](C(C)C)(C(C)C)C(C)C)=O